ethyl (2S)-2-[4,5-dichloro-2-(4-ethoxy-4,5-dihydroisoxazol-3-yl)phenoxy]propanoate ClC1=CC(=C(O[C@H](C(=O)OCC)C)C=C1Cl)C1=NOCC1OCC